S1C(=NC2=C1C=CC=C2)[C@@H](CC2=CC(=CC=C2)C#N)NS(=O)(=O)C2=CC=CC=C2 N-[(1R)-1-(1,3-benzothiazol-2-yl)-2-(3-cyanophenyl)ethyl]benzenesulfonamide